C1(CC1)CNC[C@H]([C@H](CC1=CC=CC=C1)NC(CC1C2=CC=CC=C2C=2C=CC=CC12)=O)O N-((2S,3R)-4-((cyclopropylmethyl)amino)-3-hydroxy-1-phenylbutan-2-yl)-2-(9H-fluoren-9-yl)acetamide